[C@H]1([C@H](O)[C@H](O)[C@H](O1)CO)N[C@@H](CCCNC(N)=N)C(=O)O alpha-D-ribosylarginine